C(#N)C=1C(=NC(=C(C(=O)O)C1)N1CCC(CC1)(F)F)C(F)(F)F 5-cyano-2-(4,4-difluoropiperidin-1-yl)-6-(trifluoromethyl)nicotinic acid